3,3-difluoropyrrolidine hydroiodic acid salt I.FC1(CNCC1)F